C(C)S(=O)(=O)N1CC(C1)O 1-(ethylsulfonyl)azetidin-3-ol